CNCC=1C=C(C=CC1)C N-methyl-1-(m-tolyl)methanamine